N1,N1-dimethyl-N4-(2-(4-methylpiperidin-1-yl)phenyl)benzene-1,4-disulfonamide CN(S(=O)(=O)C1=CC=C(C=C1)S(=O)(=O)NC1=C(C=CC=C1)N1CCC(CC1)C)C